ClC1=C(C=CC(=C1)C)C(CNC(=O)C1=NC(=NC=C1S(=O)C1=C(C(=CC=C1)C1CC1)F)C)(F)F N-[2-(2-chloro-4-methylphenyl)-2,2-difluoroethyl]-5-[(3-cyclopropyl-2-fluorophenyl)sulfinyl]-2-methylpyrimidine-4-carboxamide